(+)-sodium potassium tartrate C(=O)([O-])C(O)C(O)C(=O)[O-].[K+].[Na+]